C1(CC1)C1=NN(C(=C1C(F)(F)F)C(=O)NC1=CC(=NC=C1)S(=O)(=N)C)C[C@H]1CC(CC1)(F)F 3-Cyclopropyl-1-(((R)-3,3-difluorocyclopentyl)methyl)-N-(2-(S-methylsulfonimidoyl)pyridin-4-yl)-4-(trifluoromethyl)-1H-pyrazole-5-carboxamide